C(#N)[C@@H]1C[C@@H](N(C1)C(=O)O)C (2s,4r)-4-cyano-2-methyl-pyrrolidine-1-carboxylic acid